(Ra)-6-(1-(4-(1H-Pyrazol-1-yl)benzyl)-4-chloro-1H-indazol-7-carboxamido)spiro[3.3]-heptan N1(N=CC=C1)C1=CC=C(CN2N=CC3=C(C=CC(=C23)C(=O)NC2CC3(CCC3)C2)Cl)C=C1